C1(NC=CC2=CC=CC=C12)=O 2H-isoquinolone